CC(CC1=NSC=N1)(C)N 3-(2-methyl-2-aminopropyl)-1,2,4-thiadiazole